FC1=C(C(=O)O)C=CC(=C1)C=1SC(=NN1)C 2-fluoro-4-(5-methyl-1,3,4-thiadiazol-2-yl)benzoic acid